N[C@@H]1[C@@H](OCC12CCN(CC2)C=2N=CC(=NC2)SC=2C(=C1C(N(C=NC1=CC2)CC=2C(=NC=CC2)N)=O)Cl)C 6-((5-((3S,4S)-4-amino-3-methyl-2-oxa-8-azaspiro[4.5]decan-8-yl)pyrazin-2-yl)thio)-3-((2-aminopyridin-3-yl)methyl)-5-chloroquinazolin-4(3H)-one